ClC1=NC(=NC(=C1)N1CCOCC1)NC1=NC=NC2=CC(=C(C=C12)N)OC N-(4-chloro-6-morpholinopyrimidin-2-yl)-7-methoxyquinazolin-4,6-diamine